isopropyl 2-cyclohexyl-2-(3,4,5-trimethyl-phenyl)-cyclopropanecarboxylate C1(CCCCC1)C1(C(C1)C(=O)OC(C)C)C1=CC(=C(C(=C1)C)C)C